(1S,3S,5S)-2-(2-((2-fluorophenyl)amino)-2-oxoacetyl)-N-((S)-3-oxo-1-((S)-2-oxopyrrolidin-3-yl)-4-(trifluoromethoxy)butan-2-yl)-2-azabicyclo-[3.1.0]hexane-3-carboxamide FC1=C(C=CC=C1)NC(C(=O)N1[C@H]2C[C@H]2C[C@H]1C(=O)N[C@@H](C[C@H]1C(NCC1)=O)C(COC(F)(F)F)=O)=O